2-[(4-chloro-3,5-difluoro-phenyl)-hydroxy-methylene]malononitrile ClC1=C(C=C(C=C1F)C(=C(C#N)C#N)O)F